C(CCCCCCCC)[Si](OCCOC)(OCCOC)CCCCCCCCC dinonyl-bis-(2-methoxyethoxy)silane